BrC1=CC=C(C=C1)N1C(CCC1(C)C)=O 1-(4-bromophenyl)-5,5-dimethylpyrrolidin-2-one